tert-butyl (3S)-6-(2-(1-azabicyclo[2.2.1]heptan-3-yl)benzo[d]thiazol-5-yl)-3-methyl-3,4-dihydropyridine-1(2H)-carboxylate N12CC(C(CC1)C2)C=2SC1=C(N2)C=C(C=C1)C1=CC[C@@H](CN1C(=O)OC(C)(C)C)C